C(C)(C)(C)C1=CC(=C(C(=C1)C(C)C)N=C=NC1=C(C=C(C=C1C(C)C)C(C)(C)C)C(C)C)C(C)C bis(4-tert-butyl-2,6-diisopropylphenyl)carbodiimide